FC(C=1N=C2N(CCCCC3=C2C=CC(=C3)CNC(OC(C)(C)C)=O)C1)(F)F tert-butyl ((2-(trifluoromethyl)-5,6,7,8-tetrahydrobenzo[c]imidazo[1,2-a]azocin-10-yl)methyl)carbamate